[Ni]=O.[Mn].[Sn] Tin-Manganese-Nickel Oxide